(2R,3R,11bR)-3-isobutyl-9,10-dimethoxy-1,3,4,6,7,11b-hexahydro-2H-pyrido[2,1-a]isoquinolin-2-yl stearate C(CCCCCCCCCCCCCCCCC)(=O)O[C@@H]1C[C@H]2N(CCC3=CC(=C(C=C23)OC)OC)C[C@H]1CC(C)C